P1(CC=CC1)=O 2,5-dihydro-1H-1lambda5-phosphol-1-one